(R)-4-chloro-2-(1-cyclopropyl-2-hydroxy-2-methylpropyl)-7-iodoisoindolin-1-one ClC1=C2CN(C(C2=C(C=C1)I)=O)[C@@H](C(C)(C)O)C1CC1